CC(COC(CCC1=CC(=C(C(=C1)C)O)C(C)(C)C)=O)(C)C1OCC2(CO1)COC(OC2)C(COC(CCC2=CC(=C(C(=C2)C)O)C(C)(C)C)=O)(C)C 3,9-bis[1,1-dimethyl-2-{(3-t-butyl-4-hydroxy-5-methylphenyl)propionyloxy}ethyl]-2,4,8,10-tetraoxaspiro[5.5]undecane